C(C=C)(=O)OCCOC acrylic acid, methoxyethyl ester